C(C)(=O)C=1C=C(C(N(C1C)C1=CSC=C1)=O)C(=O)NC1=CC=C(C=C1)OC1=CC=NC2=CC(=C(N=C12)OC)OC 5-acetyl-N-[4-[(6,7-dimethoxy-1,5-naphthyridin-4-yl)oxy]phenyl]-6-methyl-2-oxo-1-thiophen-3-ylpyridine-3-carboxamide